N[C@H](C=1N=C2N(N=C(C(=N2)N(C)C2CC2)C[C@@H]2C(NC[C@@H](C2)C(F)(F)F)=O)C1)C1CCC(CC1)(F)F (3R,5R)-3-((6-((S)-amino(4,4-difluorocyclohexyl)methyl)-3-(cyclopropyl(methyl)amino)imidazo[1,2-b][1,2,4]triazin-2-yl)methyl)-5-(trifluoromethyl)piperidin-2-one